NC1=C(C2=NC(=CC=C2N1)C(F)(F)F)C#N 2-amino-5-(trifluoromethyl)-1H-pyrrolo[3,2-b]pyridine-3-carbonitrile